3-(1-((3-(5-Ethyl-4-oxo-7-propyl-4,5-dihydro-3H-pyrrolo[3,2-d]pyrimidin-2-yl)-4-propoxyphenyl) sulfonyl) piperidin-4-yl)-3-hydroxypentane-1,5-diyl dinitrate [N+](=O)(OCCC(CCO[N+](=O)[O-])(O)C1CCN(CC1)S(=O)(=O)C1=CC(=C(C=C1)OCCC)C=1NC(C2=C(N1)C(=CN2CC)CCC)=O)[O-]